(3S)-tert-butyl 4-(6-chloro-7-(2-fluoro-6-hydroxyphenyl)-1-(2-isopropyl-6-methylphenyl)-2-oxo-1,2-dihydropyrido[2,3-d]pyrimidin-4-yl)-3-methylpiperazine-1-carboxylate ClC1=CC2=C(N(C(N=C2N2[C@H](CN(CC2)C(=O)OC(C)(C)C)C)=O)C2=C(C=CC=C2C)C(C)C)N=C1C1=C(C=CC=C1O)F